CC(CC1=CC=CC=C1)CC(C)N 2-(2-methyl-4-aminopentyl)benzene